CN1CCC(CC1)CN C-(1-methyl-piperidin-4-yl)methylamine